C1OCC12CN(CCC2)CC2=CC=C(C=C2)C2=CC=C(C=C2)CC2=CC=C(C=C2)N2N=C(N=C2C)C(=O)N 1-(4-((4'-((2-oxa-6-azaspiro[3.5]nonan-6-yl)methyl)-[1,1'-biphenyl]-4-yl)methyl)phenyl)-5-methyl-1H-1,2,4-triazole-3-carboxamide